2-amino-7-(4-chlorobenzyl)-9-((2R,3R,5S)-3-hydroxy-5-(hydroxymethyl)tetrahydrofuran-2-yl)-7,9-dihydro-1H-purine-6,8-dione NC=1NC(C=2N(C(N(C2N1)[C@@H]1O[C@@H](C[C@H]1O)CO)=O)CC1=CC=C(C=C1)Cl)=O